[O-2].[Fe+2] iron (II)-oxide